Methyl 3-(N-(4-(6-chloro-3-methyl-1H-pyrazolo[4,3-c]pyridin-1-yl)-3-methoxyphenyl)sulfamoyl)propanoate ClC1=CC2=C(C=N1)C(=NN2C2=C(C=C(C=C2)NS(=O)(=O)CCC(=O)OC)OC)C